ClC=1C(=C(C=CC1)NN1C(=CC=2C(NCCC21)=O)C2=C(C=NC=C2)OC[C@@H]2N([C@H]1CC[C@@H]2C1)C(C=C)=O)OC [(3-chloro-2-methoxyphenyl)amino]-2-(3-{[(1S,3R,4R)-2-(prop-2-enoyl)-2-azabicyclo[2.2.1]heptan-3-yl]methoxy}pyridin-4-yl)-1H,5H,6H,7H-pyrrolo[3,2-c]pyridin-4-one